OCCN(CC(CN(C1=CC=C(C=C1)N)CCO)O)C1=CC=C(C=C1)N N,N'-Bis-(2-hydroxyethyl)-N,N'-bis-(4-aminophenyl)-1,3-diamino-propan-2-ol